NC=1N=NC(=CC1C1=CC=C(C=N1)C1CCN(CC1)C1CCC(CC1)C1=CC=CC2=C1OCCN2C2C(NC(CC2)=O)=O)C2=C(C=CC=C2)O 3-(8-((1r,4r)-4-(4-(6-(3-amino-6-(2-hydroxyphenyl)pyridazin-4-yl)pyridin-3-yl)piperidin-1-yl)cyclohexyl)-2,3-dihydro-4H-benzo[b][1,4]oxazin-4-yl)piperidine-2,6-dione